C(C(=O)O)(=O)O.C(C)OC(=O)C1NCC(CC1)NOCC1=CC=CC=C1 5-benzyloxyaminopiperidine-2-carboxylic acid ethyl ester oxalate